C(C)(C)(C)OC(=O)N1C[C@H](CC1)NC1=NC(=C(C=C1)C1=NN(C(=N1)C(F)F)C1CC1)C (3S)-3-({5-[1-cyclopropyl-5-(difluoromethyl)-1H-1,2,4-triazol-3-yl]-6-methylpyridin-2-yl}amino)pyrrolidine-1-carboxylic acid tert-butyl ester